FC=1C(=C(C=C(C1)F)[C@H]1C2=C(NC(=C1C(=O)OC)CCF)COC2=O)[C@@H](C)F methyl (R)-4-(3,5-difluoro-2-((R)-1-fluoroethyl)phenyl)-2-(fluoro ethyl)-5-oxo-1,4,5,7-tetrahydrofuro[3,4-b]pyridine-3-carboxylate